tert-butyl N-[2-[1-[1-(2,6-dibenzyloxy-3-pyridyl)-3-methyl-indol-5-yl]-4-piperidyl]ethyl]carbamate C(C1=CC=CC=C1)OC1=NC(=CC=C1N1C=C(C2=CC(=CC=C12)N1CCC(CC1)CCNC(OC(C)(C)C)=O)C)OCC1=CC=CC=C1